2-(4-chloro-3-(trifluoromethyl)benzyl)oxirane ClC1=C(C=C(CC2OC2)C=C1)C(F)(F)F